(2,2-dihydroxyethyl)-1,3-dimethyl-3,7-dihydro-1H-purine-2,6-dione OC(CC1=NC=2N(C(N(C(C2N1)=O)C)=O)C)O